ClC1=C(C(=NC(=N1)C1=CC=NC=C1)NC1=CC=NC=C1)OC 6-chloro-5-methoxy-N,2-di(pyridin-4-yl)pyrimidin-4-amine